C(#N)[C@@H](C[C@H]1C(NCCC1)=O)NC(=O)[C@@H]1N([C@H]2CC([C@@H]1CC2)(F)F)C(=O)C=2NC1=C(C(=CC(=C1C2)F)F)F (1R,3R,4R)-N-[(1R)-1-cyano-2-[(3S)-2-oxo-3-piperidyl]ethyl]-5,5-difluoro-2-(4,6,7-trifluoro-1H-indole-2-carbonyl)-2-azabicyclo[2.2.2]octane-3-carboxamide